C(C)(=O)C1=C(N=C(S1)NC(=O)C1N(C(C2=CC=CC=C12)=O)C1CCN(CC1)CC1=CC(=C(C=C1)Cl)C)C N-(5-acetyl-4-methylthiazol-2-yl)-2-(1-(4-chloro-3-methylbenzyl)piperidin-4-yl)-3-oxo-isoindoline-1-carboxamide